C(CCCCCCCC=C)#N (Z)-9-decenenitrile